O=C1N(CC2(CC2)C2=C1C=C(O2)C=C)CC(=O)OCC ethyl 2-(4-oxo-2-vinyl-spiro[6H-furo[3,2-c]pyridine-7,1'-cyclopropane]-5-yl)acetate